3-[3-methyl-5-[3-(methylamino)propyl]-2-oxo-benzimidazol-1-yl]piperidine-2,6-dione trifluoroacetate FC(C(=O)O)(F)F.CN1C(N(C2=C1C=C(C=C2)CCCNC)C2C(NC(CC2)=O)=O)=O